N-n-octyl-methacrylamide C(CCCCCCC)NC(C(=C)C)=O